methyl 6-(5,6-dimethoxy-1H-benzo[d]imidazol-1-yl)-2-(2-oxopiperidin-1-yl)nicotinate COC1=CC2=C(N(C=N2)C2=NC(=C(C(=O)OC)C=C2)N2C(CCCC2)=O)C=C1OC